(N-(4-(6,7-dimethoxy-3-methyl-4-oxo-3,4-dihydro-phthalazin-1-yl)benzyl)sulfamoyl)carbamic acid tert-butyl ester C(C)(C)(C)OC(NS(NCC1=CC=C(C=C1)C1=NN(C(C2=CC(=C(C=C12)OC)OC)=O)C)(=O)=O)=O